FC1=C(COC=2C(=CC(=C(C2)N2C(NC=3C(C2=O)=C(SC3)C(=O)O)=O)F)OC([2H])([2H])[2H])C(=CC=C1F)OC([2H])([2H])[2H] 3-(5-((2,3-difluoro-6-(methoxy-d3)benzyl)oxy)-2-fluoro-4-(methoxy-d3)phenyl)-2,4-dioxo-1,2,3,4-tetrahydrothieno[3,4-d]pyrimidine-5-carboxylic acid